[Sn](F)F Tin difluoride